4-[2-fluoro-4-(4,4,5,5-tetramethyl-1,3,2-dioxaborolan-2-yl)phenyl]-1-methyl-3,6-dihydro-2H-pyridine FC1=C(C=CC(=C1)B1OC(C(O1)(C)C)(C)C)C=1CCN(CC1)C